rac-(5aR,8aS)-7-(cyclohexa-2,4-dien-1-ylmethyl)-4,5,5a,6,8,8a-hexahydro-1H-pyrrolo[3,4-e]benzotriazole C1(C=CC=CC1)CN1C[C@@H]2[C@@H](CCC=3N=NNC32)C1 |r|